2-(dodecylthiocarbonylthiothio)propanoic acid C(CCCCCCCCCCC)C(=S)SSC(C(=O)O)C